(R)-2-((1-(2-cyano-3-(4,4-difluorocyclohexyl)-7-methylquinoxalin-5-yl)ethyl)amino)benzoic acid C(#N)C1=NC2=CC(=CC(=C2N=C1C1CCC(CC1)(F)F)[C@@H](C)NC1=C(C(=O)O)C=CC=C1)C